(1H-Imidazol-2-yl)methyl (1-hydroxy-7-methyl-1,3-dihydrobenzo[c][1,2]oxaborole-6-carbonyl)-L-valinate OB1OCC2=C1C(=C(C=C2)C(=O)N[C@@H](C(C)C)C(=O)OCC=2NC=CN2)C